O=C(CCC(OC[N+]1(CCOCC1)C=1OC2=C(C(C1)=O)C=CC=C2C2=CC=CC=C2)=O)N[C@@H](CCCNC(N)=N)C(=O)NCC(=O)N[C@@H](CC(O)=O)C(=O)N[C@@H](CO)C(=O)O N2-[1,4-dioxo-4-[[4-(4-oxo-8-phenyl-4H-1-benzopyran-2-yl)morpholinium-4-yl]methoxy]butyl]L-arginylglycyl-L-α-aspartyl-L-serine